3-naphthyl methacrylate C(C(=C)C)(=O)OC=1C=CC2=CC=CC=C2C1